6-cyclopropyl-2-((3,4-difluorophenyl)amino)nicotinonitrile C1(CC1)C1=NC(=C(C#N)C=C1)NC1=CC(=C(C=C1)F)F